O=C1NC(CCC1N1C(C2=CC=CC(=C2C1=O)OCCN1CCNCC1)=O)=O 2-(2,6-dioxopiperidin-3-yl)-4-[2-(piperazin-1-yl)ethoxy]isoindole-1,3-dione